4-(3-oxo-3-phenylpropyl)benzoyl chloride O=C(CCC1=CC=C(C(=O)Cl)C=C1)C1=CC=CC=C1